ClC1=C(C(=O)NCCF)C(=CC=C1[N+](=O)[O-])Cl 2,6-Dichloro-N-(2-fluoroethyl)-3-nitrobenzamide